ethoxy-4-oxobutylzinc bromide [Br-].C(C)O[Zn]CCCC=O